2-methoxy-5-(1-methyl-1H-pyrazol-4-yl)-4-(4-(morpholinomethyl)piperidin-1-yl)phenylamine COC1=C(C=C(C(=C1)N1CCC(CC1)CN1CCOCC1)C=1C=NN(C1)C)N